5-(8-((2-methoxyethyl)amino)imidazo[1,2-b]pyridazin-6-yl)pyrimidine-2,4(1H,3H)-dione COCCNC=1C=2N(N=C(C1)C=1C(NC(NC1)=O)=O)C=CN2